2-(1-Isopropyl-1H-pyrazol-4-yl)pyridin-4-amine C(C)(C)N1N=CC(=C1)C1=NC=CC(=C1)N